tert-butyl 4-(6-chloro-1,3-dimethyl-2-oxo-benzimidazol-4-yl)piperidine-1-carboxylate ClC=1C=C(C2=C(N(C(N2C)=O)C)C1)C1CCN(CC1)C(=O)OC(C)(C)C